BrC1=NN(C(=C1)C(=O)NC1=C(C(=O)N(NC(=O)OC)C)C=C(C=C1C)C#N)C1=NC=CC=C1Cl methyl 2-[2-({[3-bromo-1-(3-chloropyridin-2-yl)-1H-pyrazol-5-yl] carbonyl} amino)-5-cyano-3-methylbenzoyl]-2-methylhydrazinecarboxylate